OC(C(C)(C)SSC(C(C)O)(C)C)C 3-[(2-hydroxy-1,1-dimethyl-propyl)disulfanyl]-3-methyl-butan-2-ol